2-fluoro-6-[1-(propan-2-yl)-1,2,3,6-tetrahydropyridin-4-yl]aniline methyl-6-oxo-1-(2-((tetrahydro-2H-pyran-2-yl)oxy)ethyl)-1,6-dihydropyridine-3-carboxylate COC(=O)C1=CN(C(C=C1)=O)CCOC1OCCCC1.FC1=C(N)C(=CC=C1)C=1CCN(CC1)C(C)C